2-((1-(2-cyano-3-(4-(2-methoxyethoxy)phenyl)-7-methylquinolin-5-yl)ethyl)amino)benzoic acid C(#N)C1=NC2=CC(=CC(=C2C=C1C1=CC=C(C=C1)OCCOC)C(C)NC1=C(C(=O)O)C=CC=C1)C